C(C)(C)(C)OC(=O)N1CCC(=C[C@@H]1C)C=1N=NC(=CC1C)N (6S)-4-(6-amino-4-methylpyridazin-3-yl)-6-methyl-1,2,3,6-tetrahydropyridine-1-carboxylic acid tert-butyl ester